terbium oxygen Tetrachlorobisphenol A ClC1=C(C(=C(C(=C1O)Cl)Cl)C(C)(C)C1=CC=C(C=C1)O)Cl.[O].[Tb]